C(C)(=O)N1CC2=CC(=CC(=C2C1)C=1C=CC=C2C=C(N=CC12)C=1C=CC(=NC1)N1CCC(CC1)NC1=C2C(N(C(C2=CC=C1)=O)C1C(NC(CC1)=O)=O)=O)C1CCOCC1 4-((1-(5-(8-(2-acetyl-6-(tetrahydro-2H-pyran-4-yl)isoindolin-4-yl)isoquinolin-3-yl)pyridinyl)piperidin-4-yl)amino)-2-(2,6-dioxopiperidin-3-yl)isoindolin-1,3-dione